ClC1=CC=C(OC2CCN(CC2)S(=O)(=O)N2[C@H]([C@@H]3CC[C@H](C2)N3C(=O)OCCOC)C(=O)O)C=C1 (1s,2r,5r)-3-((4-(4-chlorophenoxy)piperidin-1-yl)sulfonyl)-8-((2-methoxyethoxy)carbonyl)-3,8-diazabicyclo[3.2.1]octane-2-carboxylic acid